3-(5-(3-(((1-(4-(7-hydroxy-3-(3-methoxyphenyl)chroman-4-yl)phenyl)piperidin-4-yl)methyl)(methyl)amino)prop-1-yn-1-yl)-1-oxoisoindolin-2-yl)piperidine-2,6-dione OC1=CC=C2C(C(COC2=C1)C1=CC(=CC=C1)OC)C1=CC=C(C=C1)N1CCC(CC1)CN(CC#CC=1C=C2CN(C(C2=CC1)=O)C1C(NC(CC1)=O)=O)C